N1(CCOCC1)CCNCCN1CCOCC1 di(2-morpholinylethyl)amine